CC1C(OCC(N1)=O)C=1N=CN(C1)C(C1=CC=CC=C1)(C1=CC=CC=C1)C1=CC=CC=C1 5-methyl-6-(1-trityl-1H-imidazol-4-yl)morpholin-3-one